C(C)(C)(C)OC(=O)N[C@H](C(=O)N)CC1=CC=C(C=C1)NCC#C (2S)-2-[(tert-Butoxycarbonyl)amino]-3-[4-(propargylamino)phenyl]propionamide